(3-(3-benzyl-4-oxo-3,4-dihydro-phthalazin-1-yl)phenyl)sulphonamide hydrochloride Cl.C(C1=CC=CC=C1)N1N=C(C2=CC=CC=C2C1=O)C=1C=C(C=CC1)S(=O)(=O)N